C(=O)C1C2=CC(=CC=C2C=2C=CC(=CC12)C(CCCC(=O)O)=O)C(CCCC(=O)O)=O 9-formyl-2,7-bis(4-carboxy-butyryl)fluorene